(3R)-1-(tert-Butoxycarbonyl)-3-methylpiperazine C(C)(C)(C)OC(=O)N1C[C@H](NCC1)C